OC[C@@H](C1=CC=CC=C1)N1CCCCC1 1-((R)-2-hydroxy-1-phenylethyl)piperidin